N-methylisoxazolium C[N+]=1OC=CC1